ClC1=NN=C2N1C1=CC=CC=C1C(=N2)N(C2=CC(=CC(=C2)F)C#CC2(CC2)CC)CC chloro-N-ethyl-N-(3-((1-ethylcyclopropyl)ethynyl)-5-fluorophenyl)-[1,2,4]triazolo[4,3-a]quinazolin-5-amine